1,2,3,3,3-pentafluoropropylene FC=C(C(F)(F)F)F